FC(C(C(F)(F)F)(C1=CC=C(N)C=C1)F)(F)F 4-(heptafluoro-isopropyl)-aniline